NC1=NC(=NC=C1OC)C=1C=C2C=CN(C(C2=C(C1F)F)=O)CCC[C@H](C)NC=1C=NNC(C1C(F)(F)F)=O 6-(4-amino-5-methoxy-pyrimidin-2-yl)-7,8-difluoro-2-[(4S)-4-[[6-oxo-5-(trifluoromethyl)-1H-pyridazin-4-yl]amino]pentyl]isoquinolin-1-one